CN1C=NC(=C1)C(=O)ON=CC1=C(C=CC=C1)Cl 2-Chlorobenzaldehyde-O-(1-methyl-1H-imidazole-4-carbonyl) oxime